2-(2-(benzyloxy)ethyl)-7-bromo-1-(4-methoxybenzyl)-1H-imidazo[4,5-d]thieno[3,2-b]pyridine-5-oxide C(C1=CC=CC=C1)OCCC1=NC=2C(=C3C(=[N+](C2)[O-])C=C(S3)Br)N1CC1=CC=C(C=C1)OC